C(C)(C)(C)OC(N(O)[C@@H](CCO)C1=NC=C(C=C1)C#N)=O.FC1=CC=C(C=C1)C1=NN(C=C1C=1C=2N(N=CC1)C(=CN2)[N+](=O)[O-])C 3-(4-fluorophenyl)-1-methyl-4-[3-nitroimidazo[1,2-b]pyridazin-8-yl]pyrazole Tert-butyl-N-[(1S)-1-(5-cyano-2-pyridyl)-3-hydroxy-propyl]-N-hydroxy-carbamate